(R)-1-(3-(4-((3-Chloro-2-fluorophenyl)amino)quinazolin-6-yl)pyrrolidin-1-yl)prop-2-en-1-one ClC=1C(=C(C=CC1)NC1=NC=NC2=CC=C(C=C12)[C@@H]1CN(CC1)C(C=C)=O)F